OC1=C(C(=O)C2=CC=C(C=C2)OC)C=CC(=C1)OC(C)C 2-hydroxy-4-isopropoxy-4'-methoxybenzophenone